FC1=C(C=CC(=C1)C1COC1)NC(=O)C=1N=C(OC1)C1=C(N=CN1C1COC1)C1=CC=C(C=C1)F N-(2-fluoro-4-(oxetan-3-yl)phenyl)-2-(4-(4-fluorophenyl)-1-(oxetan-3-yl)-1H-imidazol-5-yl)oxazole-4-carboxamide